ClC1=NC=2N(C(=C1)C(F)(F)F)N=C(C2)C(=O)N2CCCCC2 (5-chloro-7-(trifluoromethyl)pyrazolo[1,5-a]pyrimidin-2-yl)(piperidin-1-yl)methanone